3-chloro-6-(methylthio)pyridazine ClC=1N=NC(=CC1)SC